C1(=CCCCC1)C=1CCCC2=C(C1C1=CC=C(C=C1)N1CCC(CC1)C(OC)OC)C=CC(=C2)OC 1-(4-(8-(cyclohex-1-en-1-yl)-3-methoxy-6,7-dihydro-5H-benzo[7]annulen-9-yl)phenyl)-4-(dimethoxymethyl)piperidine